C(C)N(C(=O)N)C 1-ethyl-1-methyl-urea